CN1C(N(C2=C1C=CC(=C2)C2CCN(CC2)C(=O)OC(C)(C)C)C)=O tert-butyl 4-(1,3-dimethyl-2-oxo-2,3-dihydro-1H-benzimidazol-5-yl)piperidine-1-carboxylate